FCC(C)(C)C1=NN=C(O1)C1=CC=C(C=C1)C(=O)N1CCN(CC1)C=1OC=2C(=NC(=CC2)C)N1 [4-[5-(2-fluoro-1,1-dimethyl-ethyl)-1,3,4-oxadiazol-2-yl]phenyl]-[4-(5-methyloxazolo[4,5-b]pyridin-2-yl)piperazin-1-yl]methanone